N-{(2S,3R)-4,4-difluoro-1-[(2R)-oxolane-2-carbonyl]-2-[(2,2',5'-trifluoro[1,1'-biphenyl]-3-yl)methyl]pyrrolidin-3-yl}methanesulfonamide FC1([C@@H]([C@@H](N(C1)C(=O)[C@@H]1OCCC1)CC=1C(=C(C=CC1)C1=C(C=CC(=C1)F)F)F)NS(=O)(=O)C)F